2-(1-(ethylsulfonyl)azetidin-3-ylmethylene)acetonitrile C(C)S(=O)(=O)N1CC(C1)C=CC#N